[(1R)-1-methylbut-3-enyl]4-methylbenzenesulfonate C[C@H](CC=C)OS(=O)(=O)C1=CC=C(C=C1)C